CS=NS(=O)(=O)C1=CC=C(C=C1)CCN(CC#C)CC#C N-(methylsulfaneylidene)-4-(2-(di(prop-2-yn-1-yl)amino)ethyl)benzenesulfonamide